BrC1=CC(=C(C(=O)O)C=C1)NCC(C)C 4-bromo-2-(isobutylamino)benzoic acid